[N+](=O)([O-])C(CO)O Nitroethylene Glycol